S(=O)(=O)(O)CN[C@@H](CCC(=O)O)C(=O)O sulfomethylglutamic acid